COC(C(C=C)(C)O)=O 2-hydroxy-2-methyl-3-butenoic acid Methyl ester